N[C@@H](CCSC)C(=O)O |r| D,L-Methionin